1-(3-chloro-2-fluorobenzyl)-4-((3,5-dimethyl-6-((5-methyl-1H-pyrazol-3-yl)amino)-4-propionyl-pyridin-2-yl)methyl)piperidine ClC=1C(=C(CN2CCC(CC2)CC2=NC(=C(C(=C2C)C(CC)=O)C)NC2=NNC(=C2)C)C=CC1)F